C(#N)C=1C=C(C=C(C1)C(F)(F)F)C(=O)O (3-cyano-5-(trifluoromethyl)phenyl)carboxylic acid